2-(1-((1r,4r)-4-(cyanomethyl)cyclohexyl)-1,6-dihydroimidazo[4,5-d]pyrrolo[2,3-b]pyridin-2-yl)-N-((1r,4r)-4-(trimethylsilyl)cyclohexyl)acetamide C(#N)CC1CCC(CC1)N1C(=NC=2C1=C1C(=NC2)NC=C1)CC(=O)NC1CCC(CC1)[Si](C)(C)C